CN1C2=C(C3=CC=C(C=C13)C(=O)OC)C(=NC=N2)NCCCN2CCCCC2 methyl 9-methyl-4-((3-(piperidin-1-yl)propyl)amino)-9H-pyrimido[4,5-b]indole-7-carboxylate